CN(C(=O)[C@]1(COC[C@H](O1)COC1=CC=C(C=C1)C=1C=C(C(NC1C(F)(F)F)=O)C(=O)N)C)C 5-(4-(((2s,6r)-6-(dimethylcarbamoyl)-6-methyl-1,4-dioxan-2-yl)methoxy)phenyl)-2-oxo-6-(trifluoromethyl)-1,2-dihydropyridine-3-carboxamide